4-(2,5-dioxotetrahydrofuran-3-yl)-3-methyl-1,2,5,6-tetrahydrophthalic anhydride O=C1OC(CC1C1=C(C2C(C(=O)OC2=O)CC1)C)=O